tert-Butyl 4-(((1,3-dimethyl-1H-pyrazol-5-yl)sulfonyl)methyl)piperidine-1-carboxylate CN1N=C(C=C1S(=O)(=O)CC1CCN(CC1)C(=O)OC(C)(C)C)C